3,4-difluoro-1-butene FC(C=C)CF